ethyl (6R)-6-[4-[5-fluoro-3-(6-methoxy-2-methyl-3-pyridyl)-2-pyridyl]-piperazin-1-yl]-2-azaspiro[3.4]octane-2-carboxylate FC=1C=C(C(=NC1)N1CCN(CC1)[C@H]1CC2(CN(C2)C(=O)OCC)CC1)C=1C(=NC(=CC1)OC)C